Cl.FC(N1N=C(C=C1)C=1C=CC2=C(C1)CO[C@@H]1[C@H]2NCCC1)(F)F |r| rac-(4aS,10bS)-8-(1-(trifluoromethyl)-1H-pyrazol-3-yl)-2,3,4,4a,6,10b-hexahydro-1H-isochromeno[4,3-b]pyridine hydrochloride